pyrazine-2,3-dithiolate N1=C(C(=NC=C1)[S-])[S-]